5-(4,7-difluoro-2,3-dihydro-1H-indenyl)-1H-imidazole FC1=C2CCC(C2=C(C=C1)F)C1=CN=CN1